CN1C(=NC(=C1)NC(CCNC(=O)C=1N(C=C(C1)NC(=O)C=1N(C=CN1)C)C)=O)C(=O)OCC ethyl 1-methyl-4-(3-{[1-methyl-4-(1-methylimidazole-2-amido)pyrrol-2-yl]formamido} propanamido)imidazole-2-carboxylate